(R)-N-(2-methoxypropyl)-4-(5,6,7,8-tetrahydro-1,8-naphthyridin-2-yl)butan-1-amine CO[C@@H](CNCCCCC1=NC=2NCCCC2C=C1)C